N12CCNCCNCCNCCNCCNCCNCCNCCCNCCNCCNCC2CCCC1 1,4,7,10,13,16,19,22,26,29,32-undecazabicyclo[32.4.0]octatriacontane